C(C)(C)(C)C=CC1=CC=CC=C1 tert.-butylstyrene